7-fluoro-2-[(R)-fluoromethylsulfinyl]-5-(2-fluorophenyl)-6,7-dihydro-5H-pyrrolo[1,2-b][1,2,4]triazole FC1CC(N2N=C(N=C21)[S@@](=O)CF)C2=C(C=CC=C2)F